3-(Diethylamino)-N,N-diethylpropanamid C(C)N(CCC(=O)N(CC)CC)CC